5-trifluoromethylthio-1,4-dihydropyridine-3-carboxylic acid methyl ester COC(=O)C1=CNC=C(C1)SC(F)(F)F